CC1CCC(CC1)N1CCC(CC1)C(=O)N [(1s,4s)-4-methylcyclohexyl]piperidine-4-carboxamide